C(C)OC(=O)C=1N=CSC1CCCI 5-(3-iodopropyl)thiazole-4-carboxylic acid ethyl ester